FC1=CC=C2C(=CC(=NC2=C1)C)C(=O)N1CC(CCC1)C1=CC=C(C(=O)O)C=C1 4-[1-(7-fluoro-2-methylquinoline-4-carbonyl)piperidin-3-yl]benzoic acid